1-(3-(Pyridin-3-yl)prop-2-yn-1-yl)-4-(5-(trifluoromethyl)-1,2,4-oxadiazol-3-yl)pyridin-2(1H)-one N1=CC(=CC=C1)C#CCN1C(C=C(C=C1)C1=NOC(=N1)C(F)(F)F)=O